1-hexadecyl-1'-Dodecyl-4,4'-bipyridinium dibromide [Br-].[Br-].C(CCCCCCCCCCCCCCC)[N+]1=CC=C(C=C1)C1=CC=[N+](C=C1)CCCCCCCCCCCC